C(N)(=O)C=1C=C(C=CC1F)NC(=O)[C@H]1O[C@@]([C@H]([C@H]1C1=C(C(=C(C=C1)F)F)OC(F)F)C)(C(F)(F)F)C (2S,3S,4S,5S)-N-(3-carbamoyl-4-fluorophenyl)-3-(2-(difluoromethoxy)-3,4-difluorophenyl)-4,5-dimethyl-5-(trifluoromethyl)tetrahydrofuran-2-carboxamide